ClC=1C=C(C=CC1F)C=1C(C(=CN(C1C)C(C)C)C(=O)NC1=CC(=C(C=C1)OC1=CC=NC2=CC(=C(N=C12)OC)OC)F)=O 5-(3-chloro-4-fluorophenyl)-N-[4-[(6,7-dimethoxy-1,5-naphthyridin-4-yl)oxy]-3-fluorophenyl]-6-methyl-4-oxo-1-propan-2-ylpyridine-3-carboxamide